C1=CC=CC=2C3=CC=CC=C3C(C12)COC(=O)N(C(C(=O)O)CCC1=C(C=C(C=C1)C(F)(F)F)F)C 2-((((9H-Fluoren-9-yl)methoxy)carbonyl)(methyl)amino)-4-(2-fluoro-4-(trifluoromethyl)phenyl)butanoic acid